C(C)(=O)NNC(=O)[C@H]1N2C(N([C@H](C=C1C)C2)OCC=C)=O (2S,5R)-N'-acetyl-6-(allyloxy)-3-methyl-7-oxo-1,6-diazabicyclo[3.2.1]Oct-3-ene-2-carbohydrazide